FC1=CC=C(C=C1)C1=CC=C(C(=N1)NC1(COCC1)C)[N+](=O)[O-] 6-(4-Fluorophenyl)-N-(3-methyltetrahydrofuran-3-yl)-3-nitropyridin-2-amine